FC1(CCC(OC1)C1=NC=CC(=C1N)C1=C(C=C(C(=C1)F)F)F)F (5,5-difluorotetrahydro-2H-pyran-2-yl)-4-(2,4,5-trifluorophenyl)pyridin-3-amine